2-{3-[(2R,6S)-2,6-Dimethylmorpholin-4-carbonyl]-5,6-dihydrocyclopenta[c]pyrazol-1(4H)-yl}-1-[4-(3-fluoro-5-methylphenyl)piperazin-1-yl]ethan-1-on C[C@@H]1CN(C[C@@H](O1)C)C(=O)C=1C2=C(N(N1)CC(=O)N1CCN(CC1)C1=CC(=CC(=C1)C)F)CCC2